C1(CCC1)C(CN(C(C#C)=O)CC(N1CC(CC1)C1=CC=CC=C1)=O)C1=CC=CC=C1 N-(2-Cyclobutyl-2-phenyl-ethyl)-N-[2-oxo-2-(3-phenylpyrrolidin-1-yl)ethyl]prop-2-ynamide